3-bromo-6-fluoro-2-(1-hydroxycyclohexyl)-5-(methoxycarbonyl)-[1,2]selenazolo[2,3-a]pyridin-8-ium chloride [Cl-].BrC1=C([Se][N+]=2C1=CC(=C(C2)F)C(=O)OC)C2(CCCCC2)O